4-(((R)-1-(3-Amino-5-(trifluoromethyl)phenyl)ethyl)amino)-8-methyl-6-((1-methylpyrrolidine-3-yl)oxy)pyrido[2,3-d]pyrimidin-7(8H)-one NC=1C=C(C=C(C1)C(F)(F)F)[C@@H](C)NC=1C2=C(N=CN1)N(C(C(=C2)OC2CN(CC2)C)=O)C